[(1R,2R,3S,4R)-4-{[5-({4-[(1R)-1-amino-1-(3-chlorophenyl)ethyl]-2-thienyl} carbonyl)pyrimidin-4-yl]amino}-2,3-dihydroxycyclopentyl]methyl sulfamate S(N)(OC[C@@H]1[C@H]([C@H]([C@@H](C1)NC1=NC=NC=C1C(=O)C=1SC=C(C1)[C@@](C)(C1=CC(=CC=C1)Cl)N)O)O)(=O)=O